2-methoxy-4-methyl-pyrimidin-5-amine COC1=NC=C(C(=N1)C)N